C(C=C)(=O)OCCCCCCOC1=CC=C(C(=O)OC2=C(C=C(C=C2)OC(=O)C2CCC(CC2)CCCC)C(=NNCC)C=2SC3=C(N2)C=CC=C3)C=C1 [2-[1,3-benzothiazol-2-yl(ethyl)hydrazonomethyl]-4-(4-butylcyclohexanecarbonyl)oxy-phenyl] 4-(6-prop-2-enoyloxyhexoxy)benzoate